FC(CN1N=CC=2C1=NC(=CN2)N2CC1(CN(C1)C(C1=CC=C(C=C1)C)=O)CC2)F 6-[1-(2,2-difluoroethyl)-1H-pyrazolo[3,4-b]pyrazin-6-yl]-2-(4-methylbenzoyl)-2,6-diazaspiro[3.4]octane